(S)-6-(3-Chloro-8-(prop-1-yn-1-yl)dibenzo[b,d]thiophen-2-yl)-2-imino-3,6-dimethyltetrahydropyrimidin-4(1H)-one ClC=1C(=CC2=C(SC3=C2C=C(C=C3)C#CC)C1)[C@@]1(CC(N(C(N1)=N)C)=O)C